indole-3-L-lactic acid N1C=C(C2=CC=CC=C12)C[C@@H](C(=O)O)O